methyl 2',2'-dimethyl-2',3'-dihydrospiro[[1,3]dioxolane-2,4'-pyrano[2,3-b]pyridine]-6'-carboxylate CC1(CC2(C=3C(=NC=C(C3)C(=O)OC)O1)OCCO2)C